ClC1=CC=C(C=C1)NC1=NC=NC(=C1)C=1C=NN(C1)C1=CC=CC=C1 (p-chlorophenyl)-6-(1-phenyl-1H-pyrazol-4-yl)-4-pyrimidinylamine